6,8-BIS-BENZYLTHIO-OCTANOIC ACID C(C1=CC=CC=C1)SC(CCCCC(=O)O)CCSCC1=CC=CC=C1